2-amino-3-(1H-1,2,3-triazol-1-yl)propan-1-ol NC(CO)CN1N=NC=C1